2-(4-(4-(ethyl(2-methoxybenzyl)amino)butyl)phenyl)-3,7-dihydroxy-8-methoxy-4H-chromen-4-one, hydrochloride Cl.C(C)N(CCCCC1=CC=C(C=C1)C=1OC2=C(C(=CC=C2C(C1O)=O)O)OC)CC1=C(C=CC=C1)OC